NC=1C2=C(SC1[S@@](=O)CCOC)C(=C(C=C2C(C)C)C2=CC(N(C=N2)C)=O)F (S)-6-(3-amino-7-fluoro-4-isopropyl-2-((2-methoxyethyl)sulfinyl)benzo[b]thiophen-6-yl)-3-methylpyrimidin-4(3H)-one